4-chloro-3-cyclopentyl-7-(1H-pyrazol-5-yl)quinolin-2-amine ClC1=C(C(=NC2=CC(=CC=C12)C1=CC=NN1)N)C1CCCC1